N[C@H]1CN(C[C@@H](C1)CF)C=1C(=CC(=NC1)C1=CC(=C(C=C1)OC)F)CN1C2=NC=NC(=C2N=C1)N 9-((5-((3R,5R)-3-amino-5-(fluoromethyl)piperidin-1-yl)-2-(3-fluoro-4-methoxyphenyl)pyridin-4-yl)methyl)-9H-purin-6-amine